cobalt tricarbonyl-nitrosocobalt 4-oxopyrrolidine-1,3-di-carboxylate O=C1C(CN(C1)C(=O)[O-])C(=O)[O-].C(=O)=[Co](N=O)(=C=O)=C=O.[Co+2]